4-(3-[6-Amino-9-(5-ethylcarbamoyl-3,4-dihydroxy-tetrahydro-furan-2-yl)-9H-purin-2-yl]-prop-2-yl)-cyclohexanecarboxylic acid, methyl ester NC1=C2N=CN(C2=NC(=N1)CC(C)C1CCC(CC1)C(=O)OC)C1OC(C(C1O)O)C(NCC)=O